N1(CCC1)C(=O)N1[C@H]([C@H](C(C1)(F)F)NS(=O)(=O)CC)CC=1C(=C(C=CC1)C1=C(C(=CC=C1)C)F)F N-{(2S,3R)-1-(azetidine-1-carbonyl)-2-[(2,2'-difluoro-3'-methyl[1,1'-biphenyl]-3-yl)methyl]-4,4-difluoropyrrolidin-3-yl}ethanesulfonamide